BrC=1C=C(C=CC1)C1(CCC1)CC=1N(C(=NN1)S)C 5-[[1-(3-bromophenyl)cyclobutyl]methyl]-4-methyl-1,2,4-triazole-3-thiol